(3aR,6aS)-5-((5-chloro-4-(5-cyano-2,2-dimethyl-2,3-dihydro-1H-pyrrolizin-7-yl)pyridin-2-yl)carbamoyl)hexahydrocyclopenta[c]pyrrole-2(1H)-carboxylic acid tert-butyl ester C(C)(C)(C)OC(=O)N1C[C@@H]2[C@H](C1)CC(C2)C(NC2=NC=C(C(=C2)C=2C=C(N1CC(CC21)(C)C)C#N)Cl)=O